N-(4-methyl-3-(2-morpholino-6-((R)-pyrrolidin-3-yloxy)pyridin-4-yl)phenyl)-3-(2,2,2-trifluoroethyl)pyrrolidine-1-carboxamide CC1=C(C=C(C=C1)NC(=O)N1CC(CC1)CC(F)(F)F)C1=CC(=NC(=C1)O[C@H]1CNCC1)N1CCOCC1